N-[(1R)-1-[3-amino-5-(trifluoromethyl)phenyl]ethyl]-1-(o-tolyl)-6-oxo-pyridazine-3-carboxamide NC=1C=C(C=C(C1)C(F)(F)F)[C@@H](C)NC(=O)C1=NN(C(C=C1)=O)C1=C(C=CC=C1)C